9-Bromo-1-(4-methyl-3-nitrophenyl)benzo[h][1,6]naphthyridin-2(1H)-one BrC1=CC=2C(=NC=C3C=CC(N(C23)C2=CC(=C(C=C2)C)[N+](=O)[O-])=O)C=C1